2-PROPYL-PYRIMIDINE-5-CARBALDEHYDE C(CC)C1=NC=C(C=N1)C=O